ethyl 4-diethylamino-α-cyanocinnamate C(C)N(C1=CC=C(C=C(C(=O)OCC)C#N)C=C1)CC